Methyl 5-(4-benzyloxy-3,5-dichloro-anilino)pyridazine-4-carboxylate C(C1=CC=CC=C1)OC1=C(C=C(NC=2C(=CN=NC2)C(=O)OC)C=C1Cl)Cl